CC1=C(CC(CC1=NC1=CC=C(C=C1)S(=O)(=O)O)(C)C)NCC(=O)O 2,5,5-trimethyl-3-((4-sulfophenyl)imino)cyclohex-1-en-1-yl-glycine